Methyl pyrrolo[1,2-a]pyrazine-3-carboxylate C=1C=2N(C=C(N1)C(=O)OC)C=CC2